CC=1N=NC=NN1 3-methyl-1,2,4,5-tetrazine